tantalum tris(methylethylamino)t-butylamine CN(CC)C(C(C)(C)N)(N(C)CC)N(C)CC.[Ta]